1-ethyl-2-((6-(trifluoromethoxy)benzo[d]oxazol-2-yl)amino)-1H-benzo[d]imidazole-5-carboxylic acid C(C)N1C(=NC2=C1C=CC(=C2)C(=O)O)NC=2OC1=C(N2)C=CC(=C1)OC(F)(F)F